naphtho[2,1-b]furan-7-ol C=1C2=C(OC1)C=CC1=CC(=CC=C12)O